CN(C(CNCC)=O)C=1SC=C(N1)C n-methyl-2-(ethylamino)-N-(4-methylthiazol-2-yl)acetamide